3-isopropyl-imidazolium C(C)(C)[N+]1=CNC=C1